(5R)-2-(5-cyclopropyl-2-fluoropyridin-3-yl)-5-methyl-6,7-dihydro-5H-pyrazolo[5,1-b][1,3]oxazine-3-carboxylic acid ethyl ester C(C)OC(=O)C=1C(=NN2C1O[C@@H](CC2)C)C=2C(=NC=C(C2)C2CC2)F